OC(C)(C)C1=CC=C2CN(C(C2=C1)=O)CC=1N=NC(=CC1)C 6-(2-hydroxypropan-2-yl)-2-[(6-methylpyridazin-3-yl)methyl]-2,3-dihydro-1H-isoindol-1-one